COCC1=CC=C(C=C1)COC 1,4-dimethoxymethylbenzene